(R)-N-(2-(5-(3-aminopiperidine-1-carbonyl)-7-methoxy-1-methyl-1H-benzo[d]imidazol-2-yl)-1-(cyclopropylmethyl)-1H-pyrrolo[2,3-b]pyridin-6-yl)-N-(difluoromethyl)methanesulfonamide N[C@H]1CN(CCC1)C(=O)C1=CC2=C(N(C(=N2)C2=CC=3C(=NC(=CC3)N(S(=O)(=O)C)C(F)F)N2CC2CC2)C)C(=C1)OC